N-((3S,5S)-1-((3S,4R)-1-(tert-butyl)-4-(4-chlorophenyl)pyrrolidine-3-carbonyl)-5-(morpholin-4-carbonyl)pyrrolidin-3-yl)-N-((1s,4R)-4-methylcyclohexyl)isobutyramide phosphate P(=O)(O)(O)O.C(C)(C)(C)N1C[C@H]([C@@H](C1)C1=CC=C(C=C1)Cl)C(=O)N1C[C@H](C[C@H]1C(=O)N1CCOCC1)N(C(C(C)C)=O)C1CCC(CC1)C